C(C1=CC=CC=C1)(=O)NC(N(C1=C(NC=C1)C(=O)OCC)CC1=C(C=CC=C1)C1N(CCCC1)C(=O)OC(C)(C)C)=S tert-butyl 2-(2-((3-benzoyl-1-(2-(ethoxycarbonyl)-1H-pyrrol-3-yl)thioureido)methyl)phenyl)piperidine-1-carboxylate